2,6-Dimethoxy-3-(5-methoxy-tetrazol-1-yl)-pyrazine COC1=NC(=CN=C1N1N=NN=C1OC)OC